ClC1=CC=C(C=C1)N\N=C(/C(=O)OCC)\C(=O)C1=C(C=CC=C1F)F ethyl (2Z)-2-[(4-chlorophenyl)hydrazono]-3-(2,6-difluorophenyl)-3-oxo-propanoate